4,9-dioxo-N-(4-(piperazin-1-yl)benzyl)-4,9-dihydrothiazolo[5,4-g]isoquinoline-2-carboxamide O=C1C2=C(C(C=3C=CN=CC13)=O)SC(=N2)C(=O)NCC2=CC=C(C=C2)N2CCNCC2